[SiH3]O[SiH3] siloxysilane